5-(6-(2-(2-(trifluoromethyl)pyridin-4-yl)-2,6-diazaspiro[3.4]octan-6-yl)pyrazin-2-yl)thiazole FC(C1=NC=CC(=C1)N1CC2(C1)CN(CC2)C2=CN=CC(=N2)C2=CN=CS2)(F)F